NC=1NC(C2=C(N1)NC=C2CCC2=C(C(=O)O)C=CC=C2)=O (2-(2-amino-4,7-dihydro-4-oxo-3H-pyrrolo(2,3-d)pyrimidin-5-yl)ethyl)benzoic acid